(Z)-1-(((1r,4r)-4-aminocyclohexyl)methyl)-3-((3,5-dimethyl-1H-pyrrol-2-yl)methylene)-6-(2-oxo-1,2-dihydropyridin-3-yl)indol-2-one hydrochloride Cl.NC1CCC(CC1)CN1C(\C(\C2=CC=C(C=C12)C=1C(NC=CC1)=O)=C/C=1NC(=CC1C)C)=O